N,N'-diphenyl-N,N'-dinaphthyl-1,1'-biphenyl-4,4'-diamine C1(=CC=CC=C1)N(C1=CC=C(C=C1)C1=CC=C(C=C1)N(C1=CC=CC2=CC=CC=C12)C1=CC=CC=C1)C1=CC=CC2=CC=CC=C12